C1(=CC=CC=C1)C1=C([Se]C2=C1C=CC=C2)C2=C(C=CC=C2)C2=NN=NC(=C2C2=C(C=CC=C2)C2=CC=CC=C2)C2=CC=CC=C2 phenyl{[phenyl(biphenylyl)triazinyl]phenyl}benzoselenophene